C(C)(=O)N[C@H]1[C@@H](O)O[C@@H]([C@@H]([C@@H]1O)O)CO 2-(acetylamino)-2-deoxy-alpha-D-galactose